3-[(6R,8aS)-2-[4-chloro-2-(trifluoromethyl)phenyl]-6-methyl-3-oxo-5,6,8,8a-tetrahydro-1H-imidazo[1,5-a]pyrazin-7-yl]-6-(2-methoxy-3-pyridinyl)pyridine-2-carboxylic acid ClC1=CC(=C(C=C1)N1C(N2[C@@H](CN([C@@H](C2)C)C=2C(=NC(=CC2)C=2C(=NC=CC2)OC)C(=O)O)C1)=O)C(F)(F)F